N1N=NN=C1CN1C(N(C(C2=CC(=CC=C12)C(F)(F)F)=O)C1=CN=CC2=CC=CC=C12)=O 1-((1H-tetrazol-5-yl)methyl)-3-(isoquinolin-4-yl)-6-(trifluoromethyl)quinazoline-2,4(1H,3H)-dione